(4,4'-dicarboxy-bipyridine) ruthenium dichloride [Ru](Cl)Cl.C(=O)(O)C1=CC(=NC=C1)C1=NC=CC(=C1)C(=O)O